1-(3',4'-Dimethoxy-2-(2H-tetrazol-5-yl)-[1,1'-biphenyl]-4-yl)-3-((trans)-4-Methylcyclohexyl)urea COC=1C=C(C=CC1OC)C1=C(C=C(C=C1)NC(=O)N[C@@H]1CC[C@H](CC1)C)C=1N=NNN1